N-(cyclopropyl(3-(4-methoxyphenyl)bicyclo[1.1.1]pentan-1-yl)methyl)-2-methylpropane-2-sulfinamide C1(CC1)C(NS(=O)C(C)(C)C)C12CC(C1)(C2)C2=CC=C(C=C2)OC